ClC1=C(C=CC=C1Cl)N1CCN(CC1)CCCCOC1=CC=C2C=CC(N(C2=C1)CC1=CC(=C(C=C1)OC)OC)=O 7-(4-(4-(2,3-dichlorophenyl)piperazin-1-yl)butoxy)-1-(3,4-dimethoxybenzyl)quinolin-2(1H)-one